COC1=C(NCC#CC2=CC(=C3C=CN(C3=C2)CC(F)(F)F)NC(=O)C2C(CNCC2)C)C=CC(=C1)S(=O)(=O)C N-[6-[3-(2-methoxy-4-methylsulfonyl-anilino)prop-1-ynyl]-1-(2,2,2-trifluoroethyl)indol-4-yl]-3-methyl-piperidine-4-carboxamide